C(C)OP(OCC)(=O)CC(N1CCN(CC1)C1=NC=C(C=N1)C(F)(F)F)=O (2-oxo-2-(4-(5-(trifluoromethyl)pyrimidin-2-yl)piperazin-1-yl)ethyl)phosphonic acid diethyl ester